O=C1NC(CCC1N1C(C2=CC=C3C(=C2C1)OC[C@@]3(C)CCCC=3C(=NC=CC3)C(=O)N)=O)=O (3-((3S)-7-(2,6-dioxopiperidin-3-yl)-3-methyl-6-oxo-3,6,7,8-tetrahydro-2H-furo[2,3-e]isoindol-3-yl)propyl)picolinamide